COC(C1=C(C=C(C=C1O)Br)F)=O 4-bromo-2-fluoro-6-hydroxybenzoic acid methyl ester